OC1=C(C=CC=C1)CN1CC2(C1)CC(C2)NC(=O)N2[C@@H](CN(C[C@@H]2C)C2=NC=C(C=N2)C(F)(F)F)C (2R,6S)-N-{2-[(2-hydroxyphenyl)methyl]-2-azaspiro[3.3]heptan-6-yl}-2,6-dimethyl-4-[5-(trifluoromethyl)pyrimidin-2-yl]piperazine-1-carboxamide